C(C)(C)(C)OC(=O)C1CC(CC1)OC(=O)C1C2C=CC(C1)C2=O 5-(3-tert-butoxycarbonyl-1-cyclopentyloxycarbonyl)-7-oxo-bicyclo[2.2.1]Hept-2-ene